2,5-Dimethyl-2,5-bis(tert-butylperoxy)hexyne 2-((3-(2-(dimethylamino)ethyl)-5-methoxy-1H-indole-1-carbonyl)oxy)propane-1,3-diyl-dipalmitate CN(CCC1=CN(C2=CC=C(C=C12)OC)C(=O)OC(CCCCCCCCCCCCCCCCC(=O)O)CCCCCCCCCCCCCCCCC(=O)O)C.CC(C)(C#CC(C)(OOC(C)(C)C)C)OOC(C)(C)C